carbon cycloheptane C1CCCCCC1.[C]